4-[[5-[[5-(difluoromethoxy)-2-pyridyl]amino]-4-methyl-3-pyridyl]methyl]-3-fluoro-N-(methylsulfamoyl)pyridin-2-amine FC(OC=1C=CC(=NC1)NC=1C(=C(C=NC1)CC1=C(C(=NC=C1)NS(NC)(=O)=O)F)C)F